N-isopentyl-N-(4-(pyridin-3-yl)phenyl)acetamide C(CC(C)C)N(C(C)=O)C1=CC=C(C=C1)C=1C=NC=CC1